C(#N)C=1C(=C(C(=NC1)C(=O)NC=1C=C2C(=NNC2=CC1)C=C1CCNCC1)C)C 5-cyano-3,4-dimethyl-N-(3-(piperidin-4-ylidenemethyl)-1H-indazol-5-yl)picolinamide